N-(3-(1H-Imidazol-1-yl)propyl)-7-(isopropylamino)-5-phenylpyrazolo[1,5-a]pyrimidine-2-carboxamide N1(C=NC=C1)CCCNC(=O)C1=NN2C(N=C(C=C2NC(C)C)C2=CC=CC=C2)=C1